3-(3-isobutyl-5-methyl-cyclohexen-1,5-dien-1-yl)propanal C(C(C)C)C=1C=C(C=C(C1)C)CCC=O